FC=1C=C(C=CC1)N1[C@@H](CNCC1)C (R)-1-(3-fluorophenyl)-2-methylpiperazine